ClC1=NC2=CC(=CC=C2C(=C1)Cl)OC 2,4-dichloro-7-methoxyquinoline